O[C@@H]1CN(CC[C@@]12NCC1=CC=CC=C1C2)C(=O)C=2N=C1N(C=C(C=N1)C(F)(F)F)C2 [(3R,3'R)-3'-hydroxy-1,4-dihydro-1'H,2H-spiro[isoquinoline-3,4'-piperidin]-1'-yl][6-(trifluoromethyl)imidazo[1,2-a]pyrimidin-2-yl]methanone